(4-((4-(2-(4-((8-(2-(4-(2-(2,6-dioxopiperidin-3-yl)-1,3-dioxoisoindolin-5-yl)piperazin-1-yl)ethoxy)octyl)oxy)phenyl)propan-2-yl)phenoxy)methyl)pyrimidin-2-yl)methanesulfonamide O=C1NC(CCC1N1C(C2=CC=C(C=C2C1=O)N1CCN(CC1)CCOCCCCCCCCOC1=CC=C(C=C1)C(C)(C)C1=CC=C(OCC2=NC(=NC=C2)CS(=O)(=O)N)C=C1)=O)=O